monohydroxymonoanthracenylbiphenyl OC=1C(=C(C=CC1)C1=CC=CC=C1)C1=CC=CC2=CC3=CC=CC=C3C=C12